(5S)-5-[[7-[6-amino-4-methyl-3-(trifluoromethyl)-2-pyridinyl]-6-chloro-8-fluoro-4-[(2S)-2-methylpiperazin-1-yl]quinazolin-2-yl]oxymethyl]-1-methyl-pyrrolidin-2-one NC1=CC(=C(C(=N1)C1=C(C=C2C(=NC(=NC2=C1F)OC[C@@H]1CCC(N1C)=O)N1[C@H](CNCC1)C)Cl)C(F)(F)F)C